ClC1=C2C=CNC2=CC(=C1)NC1=NC2=C(N1)C=CC(=C2)C2CCC(CC2)O 4-{2-[(4-chloro-1H-indol-6-yl)amino]-1H-1,3-benzodiazol-5-yl}cyclohexan-1-ol